C(C)(C)[C@H]1N=C([C@@H](N=C1OC)CC1=CC=C(C=2N1C=CN2)C2=C(C=CC(=N2)N)C(F)(F)F)OC 6-(5-(((2S,5R)-5-isopropyl-3,6-dimethoxy-2,5-dihydropyrazin-2-yl)methyl)imidazo[1,2-a]pyridin-8-yl)-5-(trifluoromethyl)pyridin-2-amine